CC=1C=C2C(=CNC2=CC1)CN1C=CC2=CC(=CC=C12)O ((5-methyl-1H-indol-3-yl)methyl)-1H-indol-5-ol